N1(CC[C@]12CNCC2)C(=O)OC(C)(C)C |r| rac-tert-butyl 1,6-diazaspiro[3.4]octane-1-carboxylate